ClC=1C=C(C=CC1O)/C=C/C(=O)C1=CC=C(C#N)C=C1 4-[(E)-3-(3-Chloro-4-hydroxyphenyl)prop-2-enoyl]benzonitrile